COCCNC=1C=2N(C3=CC(=CC=C3N1)C(=O)[O-])C=NC2.[Li+] Lithium 4-((2-methoxyethyl)amino)imidazo[1,5-a]quinoxaline-8-carboxylate